2-((4-methoxybenzyl)oxy)imidazo[1,2-a]pyridine-3-carboxylic acid ethyl ester C(C)OC(=O)C1=C(N=C2N1C=CC=C2)OCC2=CC=C(C=C2)OC